The molecule is a heptasaccharide derivative composed of a 5-deoxy-5-(methylsulfanyl)xylofuranose, two mannopyranose and four arabinofuranose residues in an alpha(1->4), alpha(1->2), alpha(1->5), beta(1->2), alpha(1->5) and alpha(1->5) linear sequence. CSC[C@@H]1[C@@H]([C@H]([C@H](O1)O[C@@H]2[C@H](O[C@@H]([C@H]([C@H]2O)O)O[C@H]3[C@H]([C@@H]([C@H](O[C@@H]3OC[C@@H]4[C@H]([C@@H]([C@@H](O4)O[C@H]5[C@@H]([C@H](O[C@@H]5OC[C@@H]6[C@H]([C@@H]([C@H](O6)OC[C@@H]7[C@H]([C@@H]([C@H](O7)O)O)O)O)O)CO)O)O)O)CO)O)O)CO)O)O